(cyclopropylmethyl)potassium trifluoroborate B(F)(F)F.C1(CC1)C[K]